N1=C(C=CC=C1)N1N=C(C=C1)[NH-] 1-PYRIDYL-PYRAZOLYL-AMIDE